C(C)(C)C1=CC(=NC=C1)C1(OCCC1)C=1C(=NNC1)C1(C=C(NN1C)COC)C(=O)N 5-(4-((4-isopropylpyridin-2-yl)tetrahydrofuran-2-yl)-1H-pyrazol-3-yl)-3-(methoxyMethyl)-1-methyl-1H-pyrazole-5-carboxamide